(2R,3R)-3,4-bis(benzyloxy)-2-[(benzyloxy)methyl]-3,4-dihydro-2H-pyran C(C1=CC=CC=C1)O[C@H]1[C@H](OC=CC1OCC1=CC=CC=C1)COCC1=CC=CC=C1